(3R,7R)-2-(4-chloro-2,3-difluorobenzoyl)-9-((R*)-1-(6-(2-hydroxypropan-2-yl)pyridin-3-yl)ethyl)-3,7-dimethyl-1,2,3,4,8,9-hexahydropyrido[4',3':3,4]pyrazolo[1,5-a]pyrazin-10(7H)-one ClC1=C(C(=C(C(=O)N2CC=3C(=NN4C3C(N(C[C@H]4C)[C@H](C)C=4C=NC(=CC4)C(C)(C)O)=O)C[C@H]2C)C=C1)F)F |o1:19|